methyl 4,5-dichloro-3-acetamidothiophene-2-carboxylate ClC=1C(=C(SC1Cl)C(=O)OC)NC(C)=O